OCCCCCCCCCCCCOC(C=C)=O 12-hydroxylaurylacrylate